CN(C1C2CN(CC12)C(=O)OC(C)(C)C)C=1N=NC(=CC1)C1=CC=C(C=2N=CSC21)C=2C=NN(C2)C2OCCCC2 tert-butyl (exo)-6-[methyl(6-[4-[1-(oxan-2-yl)pyrazol-4-yl]-1,3-benzothiazol-7-yl] pyridazin-3-yl)amino]-3-azabicyclo[3.1.0]hexane-3-carboxylate